OC1=C(C=C(C=C1C(C)(C)C)C(C)(C)C1=CC=CC=C1)N1N=C2C(=N1)C=CC=C2 2-(2-hydroxy-3-tert-butyl-5-cumylphenyl)-2H-benzotriazole